COC1CCN(CC1)C1=NC=2N(C=C1)N=CC2N2CC(C2)OC=2C=C(C(=O)NC=1C=NC=C(C1)C(F)(F)F)C=CC2C 3-((1-(5-(4-methoxypiperidin-1-yl)pyrazolo[1,5-a]pyrimidin-3-yl)azetidin-3-yl)oxy)-4-methyl-N-(5-(trifluoromethyl)pyridin-3-yl)benzamide